BrC=1C=NN2C1C(NCC2O)=O 3-Bromo-7-hydroxy-6,7-dihydropyrazolo[1,5-a]pyrazin-4(5H)-one